2,6-dihydroxy-3-ethylaminobenzoic acid OC1=C(C(=O)O)C(=CC=C1NCC)O